ClC1=CNC2=C(C=CC(=C12)C=1N(N=C2C1CN(CC2)C2=NC=C(C=C2F)C(F)(F)F)C2=C(C=CC=C2CC)CC)C 3-(3-chloro-7-methyl-1H-indol-4-yl)-2-(2,6-diethylphenyl)-5-(3-fluoro-5-(trifluoromethyl)pyridin-2-yl)-4,5,6,7-tetrahydro-2H-pyrazolo[4,3-c]pyridine